Bis-Indenofluorene C1=CC=CC=2C=3C=4C(=C5C(C3CC12)=CC=1C=CC=CC15)C=C1C=CC=CC14